(6S,7S)-6-(4-((1-isobutylazetidin-3-yl)thio)-2,6-difluorophenyl)-7-cyclopropylmethyl-8-methyl-6,7,8,9-tetrahydro-3H-pyrazolo[3,4-H]Isoquinoline C(C(C)C)N1CC(C1)SC1=CC(=C(C(=C1)F)[C@H]1[C@@H](N(CC=2C3=C(C=CC12)NN=C3)C)CC3CC3)F